C(CCC)C(C(=O)N)(CC1=CC=CC=C1)O butyl-hydroxyhydrocinnamamide